4-(6-(3,5-dimethylisoxazol-4-yl)-1-(fluorodipyridin-2-ylmethyl)-1H-pyrrolo[3,2-b]pyridin-3-yl)benzoic acid CC1=NOC(=C1C=1C=C2C(=NC1)C(=CN2C(C2=NC=CC=C2)(C2=NC=CC=C2)F)C2=CC=C(C(=O)O)C=C2)C